OC1=C(C(=CC(=C1)C)C)C1=CC=C2C=CC(=NC2=N1)C1C(COCC1)O 4-[7-(2-hydroxy-4,6-dimethyl-phenyl)-1,8-naphthyridin-2-yl]tetrahydropyran-3-ol